FC1=CC=C(C=C1)C=1N=C(NC1C=1C=C2N=CC=NC2=CC1)C 6-(4-(4-Fluorophenyl)-2-methyl-1H-imidazol-5-yl)quinoxaline